C(C=C)(=O)OCCCP(O)(O)=O 3-(acryloyloxy)propylphosphonic acid